(5-CHLORO-2-FORMYL-PHENYL)-CARBAMIC ACID TERT-BUTYL ESTER C(C)(C)(C)OC(NC1=C(C=CC(=C1)Cl)C=O)=O